5-(5-(cyclopropylcarbamoyl)-2-methylphenyl)-2-((1-(hydroxymethyl)cyclopentyl)amino)-N-methylnicotinamide C1(CC1)NC(=O)C=1C=CC(=C(C1)C=1C=NC(=C(C(=O)NC)C1)NC1(CCCC1)CO)C